BETA-T-BUTYL-D-ALANINE C(C)(C)(C)C[C@@H](N)C(=O)O